2-methyltetrahydrothiophene-2-carbaldehyde CC1(SCCC1)C=O